tert-butyl 2-(1,3,3-trimethyl-2-oxoindolin-4-yl)acetate CN1C(C(C2=C(C=CC=C12)CC(=O)OC(C)(C)C)(C)C)=O